1-Benzyl 2-methyl 3-(trifluoromethyl)aziridine-1,2-dicarboxylate FC(C1C(N1C(=O)OCC1=CC=CC=C1)C(=O)OC)(F)F